[SiH3]OP1=NP(=NP(=N1)(F)F)(F)F siloxytetrafluorocyclotriphosphazene